1,4-dibromo-6-((tert-butyldimethylsilyl)oxy)-6,7-dihydro-5H-cyclopenta[c]pyridine-3-carboxylic acid ethyl ester C(C)OC(=O)C1=C(C2=C(C(=N1)Br)CC(C2)O[Si](C)(C)C(C)(C)C)Br